C(C)(C)(C)OC(NCCCCOCCNC1=CC(=CC=2N(N=NC21)C2OCCCC2)C2=CN=NC=C2)=O tert-butyl(4-(2-((6-(pyridazin-4-yl)-1-(tetrahydro-2H-pyran-2-yl)-1H-benzo[d][1,2,3]triazol-4-yl)amino)ethoxy)butyl)carbamate